4-bromo-1-(2-fluoroethyl)indole-3-carboxylic acid methyl ester COC(=O)C1=CN(C2=CC=CC(=C12)Br)CCF